C1(=CC=CC2=CC=CC=C12)C1=CC=CC(=N1)C=O 6-naphthyl-2-pyridinealdehyde